7-chloro-N-((S)-1-(((S)-1-cyano-2-((S)-2-oxopyrrolidin-3-yl)ethyl)amino)-3-cyclopropyl-1-oxopropan-2-yl)-5-methoxy-1H-indole-2-carboxamide ClC=1C=C(C=C2C=C(NC12)C(=O)N[C@H](C(=O)N[C@@H](C[C@H]1C(NCC1)=O)C#N)CC1CC1)OC